N[C@H](C(=O)N1[C@@H](C[C@H](C1)O)C(=O)N[C@@H](C(C)(C)O)C1=CC=C(C=C1)C#CC)C1(CCOCC1)C (2S,4R)-1-((S)-2-amino-2-(4-methyltetrahydro-2H-pyran-4-yl)acetyl)-4-hydroxy-N-((R)-2-hydroxy-2-methyl-1-(4-(prop-1-yn-1-yl)phenyl)propyl)pyrrolidine-2-carboxamide